O.BrN1C(=O)NC(=O)NC1=O.[Na] monosodium bromoisocyanuric acid salt hydrate